C(C)(C)(C)[Mg]Cl Tert-Butyl-Magnesium Chloride